[W].[Mo].[Mo].C[Si](N(C)C)(N(C)C)CCCC methylbutylbis(dimethylamino)silane molybdenum Molybdenum-tungsten